C(C=C)(=O)N1[C@@H](C[C@H](CC1)N1N=NC=2C(=NC=3C(=C(C(=CC3C21)C)C2=C(C(=CC=C2)C)Cl)F)N2CC(C2)N(C)C)CC#N ((2S,4S)-1-acryloyl-4-(7-(2-chloro-3-methylphenyl)-4-(3-(dimethylamino)azetidin-1-yl)-6-fluoro-8-methyl-1H-[1,2,3]triazolo[4,5-c]quinolin-1-yl)piperidin-2-yl)acetonitrile